4-((3-(2-Cyclopropylthiazol-5-yl) phenyl)((4-(6-(dimethylamino)pyridin-3-yl)bicyclo[2.2.2]octan-1-yl)methyl) carbamoyl)cyclohexyl (2-hydroxyethyl)trans-carbamate OCCNC(OC1CCC(CC1)C(N(CC12CCC(CC1)(CC2)C=2C=NC(=CC2)N(C)C)C2=CC(=CC=C2)C2=CN=C(S2)C2CC2)=O)=O